5-(8-cyano-2'-(methylthio)-3,4,5',8'-tetrahydro-2H-spiro[naphthalene-1,7'-pyrano[4,3-d]pyrimidin]-4'-yl)-N,N-dimethyl-5,6,7,8-tetrahydro-4H-pyrazolo[1,5-a][1,4]diazepine-2-carboxamide C(#N)C=1C=CC=C2CCCC3(CC=4N=C(N=C(C4CO3)N3CC=4N(CCC3)N=C(C4)C(=O)N(C)C)SC)C12